(4-bromophenyl)(2-chlorothiazol-5-yl)methanol BrC1=CC=C(C=C1)C(O)C1=CN=C(S1)Cl